5-hydroxy-N-methyl-2-oxo-1-(4-pentylbenzyl)-2,3-dihydro-1H-benzo[b]azepine-4-carboxamide OC=1C2=C(N(C(CC1C(=O)NC)=O)CC1=CC=C(C=C1)CCCCC)C=CC=C2